C(=CCCCC)OC(C(C)C)=O HEXENYLISOBUTYRAT